2-(4-cyclopropyl-6-methoxypyrimidin-5-yl)-6,6-dimethyl-4-(4-(1-methyl-4-(trifluoromethyl)-1H-imidazol-2-yl)benzyl)-6,7-dihydropyrazolo[1,5-a]pyrimidin-5(4H)-one C1(CC1)C1=NC=NC(=C1C1=NN2C(N(C(C(C2)(C)C)=O)CC2=CC=C(C=C2)C=2N(C=C(N2)C(F)(F)F)C)=C1)OC